CC(C=CC(=O)O)(C)C dimethylpent-2-enoic acid